C(C)(C)(C)OC(=O)N1C[C@H](N(CC1)C1=CC=C(C=C1)C(=O)OC)C (R)-4-(4-(methoxycarbonyl)phenyl)-3-methylpiperazine-1-carboxylic acid tert-butyl ester